tetradecane-3,11-diol CCC(CCCCCCCC(CCC)O)O